N-cyclohexyl-2-(4-(1-(1-(2-fluoroacryloyl)azetidin-3-yl)-3-(4-(trifluoromethyl)phenyl)-1H-pyrazolo[4,3-b]pyridin-7-yl)-1H-pyrazol-1-yl)acetamide C1(CCCCC1)NC(CN1N=CC(=C1)C1=C2C(=NC=C1)C(=NN2C2CN(C2)C(C(=C)F)=O)C2=CC=C(C=C2)C(F)(F)F)=O